3-[(2-chlorophenyl)methyl]-4-(cyclohexylmethyl)-4,5-dihydro-1,2,4-oxadiazol-5-one ClC1=C(C=CC=C1)CC1=NOC(N1CC1CCCCC1)=O